(R)-1-(2-chloropyridin-3-yl)ethyl (4-(5-(4-hydroxy-4-methylpent-2-ynamido)pyridin-2-yl)-1-methyl-1H-1,2,3-triazol-5-yl)carbamate OC(C#CC(=O)NC=1C=CC(=NC1)C=1N=NN(C1NC(O[C@H](C)C=1C(=NC=CC1)Cl)=O)C)(C)C